FC1=C(C=C(C(=O)NC2=CC=NC=C2)C=C1)C(=O)NC1=NC(=CC=C1)C1=NN=CN1C(C)C 4-Fluoro-N3-(6-(4-isopropyl-4H-1,2,4-triazol-3-yl)pyridin-2-yl)-N1-(pyridin-4-yl)isophthalamide